FC1C(NC(C(C1)F)OCC1=CC2=CN(N=C2C=C1)C)N1CCC2(CC2C2=NC3=C(N2C[C@H]2OCC2)C=C(C=C3)C(=O)O)CC1 2-(6-(3,5-difluoro-6-((2-Methyl-2H-indazol-5-yl)methoxy)piperidin-2-yl)-6-azaspiro[2.5]octan-1-yl)-1-((S)-oxetan-2-ylmethyl)-1H-benzo[d]imidazole-6-carboxylic acid